BrC1=CC=C(C=C1)C(C)(C#C)C=1N=C(SC1)C1CC(C1)O[Si](C1=CC=CC=C1)(C1=CC=CC=C1)C(C)(C)C (4-(2-(4-bromophenyl)but-3-yn-2-yl)thiazol-2-yl)-3-((tert-butyldiphenylsilyl)oxy)cyclobutane